C(C)(C)(C)OC(=O)N1CC(C1)C=N[S@](=O)C(C)(C)C 3-[((R)-2-methylpropane-2-sulfinylimino)-methyl]-azetidine-1-carboxylic acid tert-butyl ester